5-(benzylsulfanyl)-3-cyclopropyl-1,2-thiazole C(C1=CC=CC=C1)SC1=CC(=NS1)C1CC1